FC(S(=O)(=O)OC([2H])[2H])(F)F methyl-d2 trifluoromethanesulfonate